N1(CCC1)CCC(=O)OC(COCCCCCC(=O)OC\C=C/CCCCCC)C(COCCCCCC(=O)OC\C=C/CCCCCC)OC(CCN1CCC1)=O di((Z)-non-2-en-1-yl) 6,6'-((2,3-bis((3-(azetidin-1-yl)propanoyl)oxy)butane-1,4-diyl)bis(oxy))dihexanoate